FC(C(=O)O)(F)F.C(C)N1CN(C=C1)C 1-ethyl-3-methyl-imidazole trifluoroacetate